N-(8'-(azetidin-1-yl)-4'H-spiro[cyclopropane-1,5'-naphtho[2,1-d]isoxazol]-3'-yl)-4-(4-fluoro-2-azabicyclo[2.1.1]hexane-2-carbonyl)-2,6-dimethoxybenzenesulfonamide N1(CCC1)C1=CC=C2C3(CC=4C(=NOC4C2=C1)NS(=O)(=O)C1=C(C=C(C=C1OC)C(=O)N1C2CC(C1)(C2)F)OC)CC3